3-(chloromethyl)-6-methyl-6-phenyl-5,6-dihydroimidazo[2,1-b]Thiazole hydrochloride Cl.ClCC=1N2C(SC1)=NC(C2)(C2=CC=CC=C2)C